(R)-N-(1-(2-(2,2-difluoroethoxy)-5-fluorophenyl)ethyl)-3-(1H-pyrazol-4-yl)pyrazolo[1,5-a]pyrimidin-5-amine FC(COC1=C(C=C(C=C1)F)[C@@H](C)NC1=NC=2N(C=C1)N=CC2C=2C=NNC2)F